3-(4-(4,4,5,5-tetramethyl-1,3,2-dioxaborolan-2-yl)-3,6-dihydropyridin-1(2H)-yl)-3-(4-(trifluoromethoxy)phenyl)-7-(trifluoromethyl)indolin-2-one CC1(OB(OC1(C)C)C=1CCN(CC1)C1(C(NC2=C(C=CC=C12)C(F)(F)F)=O)C1=CC=C(C=C1)OC(F)(F)F)C